OCC=CCN1N=C(C=C1)C(=O)NCCO 1-(4-Hydroxybut-2-en-1-yl)-N-(2-hydroxyethyl)-1H-pyrazole-3-carboxamide